C1OCC12CC(C2)OC2=C(C=C(C=C2)F)C2CCN(CC2)[C@@H]2COC1(CN(C1)C1=NOC=N1)C2 (S)-7-(4-(2-((2-oxaspiro[3.3]heptan-6-yl)oxy)-5-fluorophenyl)piperidin-1-yl)-2-(1,2,4-oxadiazol-3-yl)-5-oxa-2-azaspiro[3.4]octane